2-[(1R,2S)-1-cyclopropyl-2-(3-fluorophenyl)-2-hydroxyethyl]-6-[5-(difluoromethyl)-1,3,4-oxadiazol-2-yl]-2,3-dihydro-1H-isoindol-1-one C1(CC1)[C@H]([C@@H](O)C1=CC(=CC=C1)F)N1C(C2=CC(=CC=C2C1)C=1OC(=NN1)C(F)F)=O